(S)-N-(1-(3-Hydroxyazetidin-1-yl)pentan-2-yl)-N-methyl-3-(trifluoro-methyl)benzamide OC1CN(C1)C[C@H](CCC)N(C(C1=CC(=CC=C1)C(F)(F)F)=O)C